FC(C1=CC(=NC(=C1)C(F)(F)F)N1C(CCC1)C(=O)N(C1=CC=C(C=C1)F)C1CC1)(F)F 1-(4,6-bis(trifluoromethyl)pyridin-2-yl)-N-cyclopropyl-N-(4-fluorophenyl)pyrrolidine-2-carboxamide